N-(6-(2-chloro-5-fluorophenyl)-8-oxo-7,8-dihydro-6H-[1,3]dioxolo[4,5-e]isoindol-5-yl)-5-fluoro-3-hydroxy-3-(trifluoromethyl)indoline-1-carboxamide ClC1=C(C=C(C=C1)F)C1NC(C2=C3C(=CC(=C12)NC(=O)N1CC(C2=CC(=CC=C12)F)(C(F)(F)F)O)OCO3)=O